tert-butyl (R)-(2-(((3-(2-((6-fluoro-2-methylpyridin-3-yl)oxy)-4-(trifluoromethyl)benzamido) phenyl)(methyl)(oxo)-λ6-sulfaneylidene)amino)-2-oxoethyl)carbamate FC1=CC=C(C(=N1)C)OC1=C(C(=O)NC=2C=C(C=CC2)[S@](=O)(C)=NC(CNC(OC(C)(C)C)=O)=O)C=CC(=C1)C(F)(F)F